N[C@@H](/C=C/C(=O)N1CC(C1)F)C (R,E)-4-amino-1-(3-fluoroazetidin-1-yl)pent-2-en-1-one